tert-butyl 3-((3-(4-(4-amino-3-(4-phenoxyphenyl)-1H-pyrazolo[3,4-d]pyrimidin-1-yl)piperidin-1-yl)azetidin-1-yl)methyl)azetidin-1-carboxylate NC1=C2C(=NC=N1)N(N=C2C2=CC=C(C=C2)OC2=CC=CC=C2)C2CCN(CC2)C2CN(C2)CC2CN(C2)C(=O)OC(C)(C)C